2-methyl-5-methylene-2-decene CC(C)=CCC(CCCCC)=C